N1C(NC=2C1=NC(N2)=O)=O imidazo[4,5-d]imidazole-2,5(1h,3h)-dione